NC1=C(CNC(=O)C2CCOCC2)C=C(C=C1)Br N-(2-amino-5-bromobenzyl)tetrahydro-2H-pyran-4-carboxamide